1-[4-hydroxyphenylethanamido] (2E,4E,6E,8E,10E,12E,14E,16Z,18E)-4,8,13,17-tetramethylicosa-2,4,6,8,10,12,14,16,18-nonaenedioate C/C(/C=C/C(=O)ONC(CC1=CC=C(C=C1)O)=O)=C\C=C\C(=C\C=C\C=C(\C=C\C=C(/C=C/C(=O)[O-])\C)/C)\C